6-(5-chloro-2-(4-ethoxy-1H-1,2,3-triazol-1-yl)phenyl)pyrimidin-4-ol hydrobromide Br.ClC=1C=CC(=C(C1)C1=CC(=NC=N1)O)N1N=NC(=C1)OCC